CN(C(=O)C=1C=NN2C1CN(CC2)C(=O)OC(C)(C)C)C2(CC2)C2=CC=C(C(=O)O)C=C2 4-(l-N-methyl-5-[(tert-butoxy)carbonyl]-4H,5H,6H,7H-pyrazolo[1,5-a]pyrazine-3-amidocyclopropyl)benzoic acid